OC1=C(C=O)C=C(C=C1)C=1N(C(=C(N1)C1=CC=CC=C1)C1=CC=CC=C1)C1=CC=CC=C1 2-hydroxy-5-(1,4,5-triphenyl-1H-imidazol-2-yl)benzaldehyde